3-((6-(bis(2-methoxyethyl)amino)-8-(4-methoxypiperidin-1-yl)-4-(4-methyl-3-oxopiperazin-1-yl)pyrimido[5,4-d]pyrimidin-2-yl)(2-methoxyethyl)amino)propanoic acid COCCN(C=1N=C(C=2N=C(N=C(C2N1)N1CC(N(CC1)C)=O)N(CCC(=O)O)CCOC)N1CCC(CC1)OC)CCOC